CN1C(=CC=2C1=NC=C(C2)C(=O)NCC(C)C2=CC=CC=C2)C 1,2-dimethyl-N-(2-phenylpropyl)-1H-pyrrolo[2,3-b]pyridine-5-carboxamide